N1C=NC=C1S 1H-imidazole-5-thiol